CC=1N=C(SC1C(=O)O)C(NCC)=O 4-methyl-2-(ethylcarbamoyl)thiazole-5-carboxylic acid